Cl.CN1N=CC(=C1)C1NOCC1 3-(1-methyl-1H-pyrazol-4-yl)isoxazolidine hydrochloride